Cl.C(CN)N Ethylenediamine hydrochloride salt